N-acetamidocysteine (diethoxyphosphoryl)aminohexanoate C(C)OP(=O)(OCC)NC(C(=O)O)CCCC.C(C)(=O)NN[C@@H](CS)C(=O)O